C(C)(C)(C)[Si](C)(C)OCC1=C(C=C(C=C1)C1COC1)F tert-butyl-((2-fluoro-4-(oxetan-3-yl)benzyl)oxy)dimethylsilane